CN(C1=CC=C(C=C1)CCCCCCCC)C N,N-dimethyl-4-octylaniline